4-(2-(4-bromophenyl)-1,2-diphenylvinyl)phenol BrC1=CC=C(C=C1)C(=C(C1=CC=CC=C1)C1=CC=C(C=C1)O)C1=CC=CC=C1